(R)-N-(3-chloro-2-hydroxypropyl)-4-methylbenzenesulfonamide ClC[C@@H](CNS(=O)(=O)C1=CC=C(C=C1)C)O